FC=1C(=C(C=CC1F)[C@H]1[C@@H](O[C@@]2(CC[C@]12C)C(F)(F)F)C(=O)NC1=CC(=NC=C1)N1C(CNCC1)=O)OC |o1:8,9,11,14| rel-(1R,3R,4S,5R)-4-(3,4-difluoro-2-methoxyphenyl)-5-methyl-N-(2-(2-oxopiperazin-1-yl)pyridin-4-yl)-1-(trifluoromethyl)-2-oxabicyclo[3.2.0]heptane-3-carboxamide